[Ti+4].NC1=C(C(=O)[O-])C=C(C(=C1)C(=O)[O-])N.NC1=C(C(=O)[O-])C=C(C(=C1)C(=O)[O-])N 2,5-diaminoterephthalic acid titanium salt